(R)-3-(3-(6-(2-(((R)-1-(3-Fluoro-3-methylazetidin-1-yl)-1-oxopropan-2-yl)amino)pyrimidin-4-yl)pyridin-2-yl)isoxazol-5-yl)-3-hydroxy-1-methylpyrrolidin-2-one FC1(CN(C1)C([C@@H](C)NC1=NC=CC(=N1)C1=CC=CC(=N1)C1=NOC(=C1)[C@]1(C(N(CC1)C)=O)O)=O)C